[C@@H]12CNC[C@H]2C1N(C(=O)C=1N=C(SC1)C=1C=NN(C1)C1=CC=CC=C1)C(C)C N-[(1R,5S,6S)-3-azabicyclo[3.1.0]hexan-6-yl]-2-(1-phenyl-1H-pyrazol-4-yl)-N-(propan-2-yl)-1,3-thiazole-4-carboxamide